3-(2-phenylbenzimidazol-1-yl)propanehydroxamic acid C1(=CC=CC=C1)C1=NC2=C(N1CCC(=O)NO)C=CC=C2